OC1=C(C=CC(=C1)OCCOCCOCC)C1=NC(=NC(=N1)C1=C(C=C(C=C1)OCCOCCOCC)O)C1=C(C=C(C=C1)OCCOCCOCC)O 2,4,6-tris(2-hydroxy-4-ethoxyethoxyethoxyphenyl)-1,3,5-triazine